Br[Os](Br)(Br)(Br)(Br)Br hexabromoosmium